(E)-5-bromo-3-ethylsulfanyl-N-methyl-pyridine-2-carboxamide BrC=1C=C(C(=NC1)C(=O)NC)SCC